CN(C1=C(C=CC(=N1)NC=1C=2N(N=C(C1)N[C@H]1[C@@H](CCCC1)O)C(=CN2)C#N)C(=O)N2CCCC2)C 8-{[6-(Dimethylamino)-5-(pyrrolidin-1-carbonyl)pyridin-2-yl]amino}-6-{[(1R,2R)-2-hydroxycyclohexyl]amino}imidazo[1,2-b]pyridazin-3-carbonitril